NC=1C=C(C=C2C=C(N=CC12)NC(=O)[C@H]1[C@@H](C1)C#N)N1C(NC2=C1C=CC=C2)=O |r| (±)-trans-N-[8-amino-6-(2-oxo-3H-benzimidazol-1-yl)-3-isoquinolyl]-2-cyano-cyclopropanecarboxamide